5-(3-hydroxypropyl)-3-amino-2H-1,2,4-triazole OCCCC=1N=C(NN1)N